4-(4-methyl-pent-3-enyl)-cyclohex-3-ene-1-carbaldehyde CC(=CCCC1=CCC(CC1)C=O)C